6-(2-methoxy-4-(trifluoromethyl)benzyl)-2-azaspiro[3.3]heptane COC1=C(CC2CC3(CNC3)C2)C=CC(=C1)C(F)(F)F